NC1=C(N=CC2=C(C=CC=C12)C=1C(=CC=2N(C1)C=C(N2)C2(CC2)F)OC)C(=O)NCCC 4-amino-8-(2-(1-fluorocyclopropyl)-7-methoxyimidazo[1,2-a]pyridin-6-yl)-N-propylisoquinoline-3-carboxamide